C1=CC=CC=2C3=CC=CC=C3C(C12)COC(=O)N[C@H](CN)COCCOCCOC(C)(C)C (R)-2-((((9H-fluoren-9-yl)methoxy)carbonyl)amino)-3-(2-(2-(tert-butoxy)ethoxy)ethoxy)propan-1-amine